Cl.NCC1C2CN(CC12)CCC1=CC=C(C=C1)N1C(N=C(C=C1)NC(=O)N1CC2(CC1)CNCC2)=O N-(1-(4-(2-(exo-6-(Aminomethyl)-3-azabicyclo[3.1.0]hexan-3-yl)ethyl)phenyl)-2-oxo-1,2-dihydropyrimidin-4-yl)-2,7-diazaspiro[4.4]nonane-2-carboxamide hydrochloride salt